CC1=CC=C(C=C1)CN2C(=CC(=N2)C(=O)N[C@H]3[C@]4(CC[C@H](C4)C3(C)C)C)C5=CC(=C(C=C5)Cl)C (1S-endo)-5-(4-Chloro-3-methylphenyl)-1-((4-methylphenyl)methyl)-N-(1,3,3-trimethylbicyclo(2.2.1)hept-2-yl)-1H-pyrazole-3-carboxamide